2,4,6-trimethylbenzoyl-ethoxylphenylphosphine oxide CC1=C(C(=O)P(C2=CC=CC=C2)(OCC)=O)C(=CC(=C1)C)C